1-(4-bromophenyl)-2-(4-(8-chloro-5,6-dihydro-11H-benzo-[5,6]cyclohepta[1,2-b]pyridin-11-ylidene)-piperidin-1-yl)ethan-1-one BrC1=CC=C(C=C1)C(CN1CCC(CC1)=C1C2=C(CCC=3C1=NC=CC3)C=C(C=C2)Cl)=O